COC=1C=C(CN(C2=CC(=NC=C2)CN2CC(NCC2)=O)CC2=CC(=CC=C2)N2CCOCC2)C=CC1 4-((4-((3-methoxybenzyl)(3-morpholinobenzyl)amino)pyridin-2-yl)methyl)piperazin-2-one